1,5-Dimethyl-3-(4-(methylthio)phenyl)-1H-pyrazole-4-ol CN1N=C(C(=C1C)O)C1=CC=C(C=C1)SC